(R)-1-(1-(2-(1H-indol-3-yl)ethyl)-6,7-dimethoxy-3,4-dihydroisoquinoline-2(1H)-yl)-2-methoxyethane-1-one N1C=C(C2=CC=CC=C12)CC[C@H]1N(CCC2=CC(=C(C=C12)OC)OC)C(COC)=O